CC(C)(C1=CC=C(C=C1)C1=CC=CC=C1)NC([O-])=O 1-Methyl-1-(4-biphenylyl)ethyl-carbamat